(4-t-butoxycarbonylpiperazin-1-yl)methyltrifluoroboric acid potassium salt [K].C(C)(C)(C)OC(=O)N1CCN(CC1)C[B-](F)(F)F.[H+]